C(C1=CC=CC=C1)(C1=CC=CC=C1)N1CC(C1)(C)N1CCOCC1 (1-benzhydryl-3-methyl-azetidin-3-yl)morpholine